NC1=NC=CC=C1C1=NC=2C(=NC=CC2)N1C1=CC=C(CNC(=O)C=2N=C(SC2)C#N)C=C1 N-(4-(2-(2-Aminopyridin-3-yl)-3H-imidazo[4,5-b]pyridin-3-yl)benzyl)-2-cyanothiazole-4-carboxamide